FC1=CC=2N(C=C1)C(=CN2)C2=C1CNC(C1=C(C=C2)NC2=NC(=CC=C2)N2[C@H]1[C@@H](CC2)CNC1)=O 4-(7-fluoroimidazo[1,2-a]pyridin-3-yl)-7-((6-((3aS,6aS)-hexahydropyrrolo[3,4-b]pyrrol-1(2H)-yl)pyridin-2-yl)amino)isoindolin-1-one